5-amino-2-[(3,5-dimethylimidazol-4-yl)methyl]-8-[2-(hydroxymethyl)-6-methyl-4-pyridinyl]-7-phenyl-[1,2,4]triazolo[4,3-c]pyrimidin-3-one NC1=NC(=C(C=2N1C(N(N2)CC=2N(C=NC2C)C)=O)C2=CC(=NC(=C2)C)CO)C2=CC=CC=C2